4-[5-(3,5-dichloro-phenyl)-5-trifluoromethyl-4,5-dihydro-isoxazol-3-yl]-naphthalene-1-carboxylic acid ClC=1C=C(C=C(C1)Cl)C1(CC(=NO1)C1=CC=C(C2=CC=CC=C12)C(=O)O)C(F)(F)F